bis(3,5-di-tert-butyl-4-hydroxybenzyl ethyl-sulfonate) calcium [Ca+2].C(C)(C)(C)C=1C=C(CCCS(=O)(=O)[O-])C=C(C1O)C(C)(C)C.C(C)(C)(C)C=1C=C(CCCS(=O)(=O)[O-])C=C(C1O)C(C)(C)C